2-(6-aminopyridin-2-yl)propan-2-ol NC1=CC=CC(=N1)C(C)(C)O